FC=1C=C(C=NC1)CCCNC(=O)C=1N=NNC1C1=CC(=C(C=C1)OC)I N-(3-(5-fluoropyridin-3-yl)propyl)-5-(3-iodo-4-methoxyphenyl)-1H-1,2,3-triazole-4-carboxamide